cyanocyclopropylamine hydrochloride Cl.C(#N)NC1CC1